(S)-2-(4-isopropyl-5-(8-methoxy-[1,2,4]triazolo[1,5-a]pyridin-6-yl)-1H-pyrazol-3-yl)-5-(2-methylpiperazin-1-yl)thiazole 2,5-dioxopyrrolidin-1-yl-3-(pyridin-2-yldisulfanyl)propanoate O=C1N(C(CC1)=O)C(C(=O)O)CSSC1=NC=CC=C1.C(C)(C)C=1C(=NNC1C=1C=C(C=2N(C1)N=CN2)OC)C=2SC(=CN2)N2[C@H](CNCC2)C